vinyl borate B(OC=C)([O-])[O-]